dodecyl 4-aminobenzoate NC1=CC=C(C(=O)OCCCCCCCCCCCC)C=C1